[Ni].[P].[Si] silicon phosphorus nickel